ClC1=CC=2N(C=C1)C(=CN2)C#CCN2[C@H](CCC2)C(=O)OC(C)(C)C tert-butyl (3-(7-chloroimidazo[1,2-a]pyridin-3-yl)prop-2-yn-1-yl)-D-prolinate